4-ethyl-4-hydroxy-1,7-dihydro-3H-pyrano[3,4-c]pyridine-3,8(4H)-dione C(C)C1(C(OCC=2C(NC=CC21)=O)=O)O